[Si](C)(C)(C(C)(C)C)OC1CCC(CC1)N1N=CC(=C1C)C1=NN2C(C(=CC=C2)O[C@H](C)C2=NC=C(C=C2)F)=C1C#N [1-[4-[tert-butyl(dimethyl)silyl]oxycyclohexyl]-5-methyl-pyrazol-4-yl]-4-[(1R)-1-(5-fluoro-2-pyridyl)ethoxy]pyrazolo[1,5-a]pyridine-3-carbonitrile